ClC=1C(=C(C(=CC1)OC(F)F)C=1C(=CC(=NC1)C(C(=O)NC1=CC=C(C(=O)OC(C)(C)C)C=C1)CC1CC1)C)F tert-Butyl 4-(2-(5-(3-chloro-6-(difluoromethoxy)-2-fluorophenyl)-4-methylpyridin-2-yl)-3-cyclopropylpropanamido)benzoate